NC1=C(C=CC=C1Cl)C(C)(C)O 2-(2-amino-3-chloro-phenyl)propan-2-ol